C(\C=C\C)N1C(C2=C(C(=C1)C=1C=C(C(=O)NCC)C=CC1OC)C=CN2)=O 3-[6-[(E)-but-2-enyl]-7-oxo-1H-pyrrolo[2,3-c]pyridin-4-yl]-N-ethyl-4-methoxybenzamide